NC1=NC=C(C=2C1=CN(N2)C2OCCCC2)NC(=O)C(=O)N(CC2=C(C=CC=C2)C)CC N-(4-amino-2-tetrahydropyran-2-yl-pyrazolo[4,3-c]pyridin-7-yl)-N'-ethyl-N'-(o-tolylmethyl)oxamide